NC1=NNC(C2=C1N(C=C2[C@@H]2CN(CCC2)C(C#CC)=O)C2=CC=C(C=C2)OC2=C(C=CC=C2F)F)=O (R)-7-amino-3-(1-(but-2-ynoyl)piperidin-3-yl)-1-(4-(2,6-difluorophenoxy)phenyl)-1,5-dihydro-4H-pyrrolo[2,3-d]pyridazin-4-one